ClC1=CC(=C(C(=C1)F)N1C[C@H]([C@](CC1)(O)COC1=C(C=C(C=C1)Cl)CO)O)F (3r,4r)-1-(4-chloro-2,6-difluorophenyl)-4-[[4-chloro-2-(hydroxymethyl)phenoxy]methyl]piperidine-3,4-diol